1-((2S,5R)-5-(4,6-dichloropyrimidin-2-yl)-2-methylpiperidin-1-yl)ethan-1-one ClC1=NC(=NC(=C1)Cl)[C@@H]1CC[C@@H](N(C1)C(C)=O)C